ClC1=CC=C(C=C1)C1=CC(=NC(=N1)C=1C=NN(C1)C)C(=O)N[C@@H](C)C1=CC(=C(C=C1)C(=O)NC)F (S)-6-(4-chlorophenyl)-N-(1-(3-fluoro-4-(methylaminoformyl)phenyl)ethyl)-2-(1-methyl-1H-pyrazol-4-yl)pyrimidine-4-formamide